CC=1N(C2=NC(=NC(=C2N1)N/N=C/C1=CC(=CC=C1)C)N1CCOCC1)CC(=O)C=1C=NC=CC1 (E)-2-(8-methyl-6-(2-(3-methylbenzylidene)hydrazinyl)-2-morpholino-9H-purin-9-yl)-1-(pyridin-3-yl)ethan-1-one